BrC1=CC(=C(C=C2CN(C2)C(=O)OC(C)(C)C)C=C1F)F tert-butyl 3-(4-bromo-2,5-difluorobenzylidene)azetidine-1-carboxylate